FC1=CC=C2C(OC(C2=C1)CCC(=O)O)=O 3-(6-Fluoro-3-oxo-1,3-dihydroisobenzofuran-1-yl)propanoic acid